6-bromo-4-(3-fluoro-4-(4-(oxetan-3-yl)piperazin-1-yl)phenyl)quinazoline BrC=1C=C2C(=NC=NC2=CC1)C1=CC(=C(C=C1)N1CCN(CC1)C1COC1)F